2-formylquinoline-6-carboxamide C(=O)C1=NC2=CC=C(C=C2C=C1)C(=O)N